2-(4-chloro-2-fluoro-5-mercaptophenyl)isoindol-1-one ClC1=CC(=C(C=C1S)N1C(C2=CC=CC=C2C1)=O)F